8-bromo-2-oxo-1,2,3,4-tetrahydropyrido[2,3-b][1,4]oxazepine Potassium carbonate C([O-])([O-])=O.[K+].BrC1=CC2=C(OCCC(N2)=O)N=C1.[K+]